N1(C=NC=C1)C1=CC=C(C=C1)C1=CC(=NN1)NC1=C(C=C(C=C1)NC(C)=O)CC N-(4-((5-(4-(1H-imidazol-1-yl)phenyl)-1H-pyrazol-3-yl)amino)-3-ethylphenyl)acetamide